FC1=C(N)C=C(C(=C1)F)C 2,4-difluoro-5-methyl-aniline